1-(thiazol-5-yl)methanone S1C=NC=C1C=O